C(=O)O.FC1=CC=C(C=C1)C1=CC2=C(N=CN=C2NCCN2CCOCC2)N=C1 6-(4-fluorophenyl)-N-(2-morpholinoethyl)pyrido[2,3-d]pyrimidin-4-amine formate